acetic acid 1-((6-bromopyridin-3-yl) methyl)-3-methylazetidin-3-yl ester BrC1=CC=C(C=N1)CN1CC(C1)(C)OC(C)=O